5-(4-(((1H-imidazol-2-yl)amino)methyl)-2-fluoro-6-hydroxyphenyl)-1,2,5-thiadiazolidin-3-one 1,1-dioxide N1C(=NC=C1)NCC1=CC(=C(C(=C1)O)N1CC(NS1(=O)=O)=O)F